4-chlorophenyl-(pyridine-2-yl) ketone ClC1=CC=C(C=C1)C=1C(=NC=CC1)C(=O)C1=NC=CC=C1C1=CC=C(C=C1)Cl